FC1=NC=CC=C1CC1=CC(=NC=C1)C(=O)N[C@@H]1C(N(C2=C(OC1)C=CC(=C2)C#CC2(COC2)O)C)=O (S)-4-((2-Fluoropyridin-3-yl)methyl)-N-(7-((3-hydroxyoxetan-3-yl)ethynyl)-5-methyl-4-oxo-2,3,4,5-tetrahydrobenzo[b][1,4]oxazepin-3-yl)picolinamid